N1C(CC1)C=1N=NC(=CC1NC1=CC(=NC=C1)NC(CCN1CCN(CC1)C)=O)C1=C(C=CC(=C1)Cl)F N-(4-{[3-(azetidin-2-yl)-6-(5-chloro-2-fluorophenyl)pyridazin-4-yl]amino}pyridin-2-yl)-3-(4-methylpiperazin-1-yl)propanamide